4-(aminomethyl)-1-benzylpiperidin-4-ol NCC1(CCN(CC1)CC1=CC=CC=C1)O